3-(5-methyl-1,3-thiazol-2-yl)-5-(piperidin-4-yloxy)-N-{(1R)-1-[6-(trifluoromethyl)pyridazin-3-yl]ethyl}benzamide CC1=CN=C(S1)C=1C=C(C(=O)N[C@H](C)C=2N=NC(=CC2)C(F)(F)F)C=C(C1)OC1CCNCC1